FC(O[Si](OC(F)(F)F)(OC(F)(F)F)C(C(C(C(C(C(C(C(C(C(F)(F)F)(F)F)(F)F)(F)F)(F)F)(F)F)(F)F)(F)F)(F)F)(F)F)(F)F perfluorodecyltrimethoxysilane